C(C)(C)(C)OC(NCN1C(=CC2=C1N=CN=C2Cl)CO[Si](C)(C)C(C)(C)C)=O ((6-(((tert-butyldimethylsilyl)oxy)methyl)-4-chloro-7H-pyrrolo[2,3-d]pyrimidin-7-yl)methyl)carbamic acid tert-butyl ester